tert-Butyl 3-((4-chloro-7-methoxyquinazolin-6-yl)oxy)azetidine-1-carboxylate ClC1=NC=NC2=CC(=C(C=C12)OC1CN(C1)C(=O)OC(C)(C)C)OC